BrC=1C=C(C=NNC(CC2OCCCC2)=O)C=CC1 N'-(3-bromobenzylidene)-2-(tetrahydro-2H-pyran-2-yl)acethydrazide